C(C)(=O)OC(C)OC(N[C@@H](CC1=NC=CC=C1)C1=CC=CC=C1)=O 1-((S)-1-phenyl-2-(pyridin-2-yl)ethylcarbamoyloxy)ethyl acetate